2-(4-vinylphenyl)oxazoline C(=C)C1=CC=C(C=C1)C=1OCCN1